[3-[3-(7-azaspiro[3.5]nonan-2-yl)-4-oxo-quinazolin-6-yl]oxy-2-cyano-4-fluoro-phenyl]propane-2-sulfonamide C1C(CC12CCNCC2)N2C=NC1=CC=C(C=C1C2=O)OC=2C(=C(C=CC2F)CC(C)S(=O)(=O)N)C#N